(S)-3-((8-carbamoyl-6-(3-(methoxymethyl)-1H-1,2,4-triazol-5-yl)pyrido[3,2-d]pyrimidin-4-yl)amino)piperidine-1-carboxylic acid tert-butyl ester C(C)(C)(C)OC(=O)N1C[C@H](CCC1)NC=1C2=C(N=CN1)C(=CC(=N2)C2=NC(=NN2)COC)C(N)=O